(Z)-N'-hydroxy-1,3-dimethyl-1H-pyrazolo[4,3-c]pyridine-6-carboxamidine O\N=C(/N)\C1=CC2=C(C=N1)C(=NN2C)C